C(CCC)C1=C(N=C(O1)CC(C(=O)O)P(=O)(OCC)OCC)C1=CC=C(C=C1)Cl 3-(5-butyl-4-(4-chlorophenyl)oxazol-2-yl)-2-(diethoxyphosphoryl)propionic acid